The molecule is a 1-phosphatidyl-1D-myo-inositol 3,4-bisphosphate(5-) in which the phosphatidyl acyl groups at positions 1 and 2 are both specified as octanoyl. It is a conjugate base of a 1,2-dioctanoyl-sn-glycero-3-phospho-(1D-myo-inositol-3,4-bisphosphate). CCCCCCCC(=O)OC[C@H](COP(=O)([O-])O[C@H]1[C@@H]([C@H]([C@@H]([C@H]([C@H]1O)OP(=O)([O-])[O-])OP(=O)([O-])[O-])O)O)OC(=O)CCCCCCC